(R)-6-(5,6-dimethoxy-1H-benzo[d]imidazol-1-yl)-3-(1-hydroxyethyl)-r-methyl-[2,4'-bipyridin]-2'(1'H)-one COC1=CC2=C(N(C=N2)C2=CC(=C(C(=N2)C2=CC(NC=C2)=O)[C@@H](C)O)C)C=C1OC